(R)-1-(3-(Isoindolin-4-ylamino)piperidin-1-yl)ethan-1-one hydrochloride Cl.C1NCC2=C(C=CC=C12)N[C@H]1CN(CCC1)C(C)=O